C(C)(C)(C)C1=CC=C(C=C1)N1N=CC=2C1=NC(=NC2NC(=O)C=2SC(=CC2)[N+](=O)[O-])N2CCCCC2 N-(1-(4-(tert-butyl)phenyl)-6-(piperidin-1-yl)-1H-pyrazolo[3,4-d]pyrimidin-4-yl)-5-nitrothiophene-2-carboxamide